C12(CC3CC(CC(C1)C3)C2)C[C@@H](C(=O)N[C@H](C(=O)N)CCCCN)NC([C@@H](CCCNC(=N)N)NC([C@H](CC2=CC=CC=C2)N)=O)=O (2S)-2-((2S)-3-(adamantan-1-yl)-2-((R)-2-((S)-2-amino-3-phenylpropanamido)-5-guanidinopentanamido)propanamido)-6-aminohexanamide